C(#N)C1=CC(=C(COC2=CC=CC(=N2)C2=CC(=C(CN3N(C4=CC(=CC(=C4C3=O)F)C(=O)O)C[C@H]3OCC3)C=C2F)F)C=C1)F (S)-2-(4-(6-((4-cyano-2-fluorobenzyl)oxy)pyridin-2-yl)-2,5-difluorobenzyl)-4-fluoro-1-((oxetan-2-yl)methyl)-3-oxo-2,3-dihydro-1H-indazole-6-carboxylic acid